2-(2-(2-isopropoxyethyl)ethyl)isoindoline-1,3-dione C(C)(C)OCCCCN1C(C2=CC=CC=C2C1=O)=O